O[C@H]1CN(C[C@H]1N(C)C(C)C)C(=O)OC(C)(C)C tert-Butyl (3S,4R)-3-hydroxy-4-(isopropyl(methyl)amino)pyrrolidine-1-carboxylate